ClC1=CC(=NC=2N1N=CC2I)C=2C=NC=C(C2)F 7-chloro-5-(5-fluoro-3-pyridinyl)-3-iodo-pyrazolo[1,5-a]Pyrimidine